Cl.FC=1C=C(C=CC1F)C1=CC=C(S1)CN1C(NN=C1)=O 4-[5-(3,4-difluorophenyl)thiophen-2-yl]methyl-2,4-dihydro-3H-1,2,4-triazol-3-one hydrochloride